2-methyl-2-(4'-(methylsulfonyl)-[1,1'-biphenyl]-4-yl)propionic acid CC(C(=O)O)(C)C1=CC=C(C=C1)C1=CC=C(C=C1)S(=O)(=O)C